C1(CC1)S(=O)(=O)NCC1=CC=C(OC2CN(C2)C=2C(=C(C(=O)OC)C=CC2)N2C=CC=C2)C=C1 Methyl 3-(3-(4-(cyclopropylsulfonamidomethyl)phenoxy)azetidin-1-yl)-2-(1H-pyrrol-1-yl)benzoate